BrOCCC(C)=O 4-bromooxybutanone